N-(1-methyl-3-(pyrazin-2-yl)-1H-pyrazol-4-yl)-6-(1H-pyrazol-4-yl)picolinamide CN1N=C(C(=C1)NC(C1=NC(=CC=C1)C=1C=NNC1)=O)C1=NC=CN=C1